CC1=CC=C(C(=C1)C1(CCCCC1)C)O 4-methyl-6-(1-methylcyclohexyl)phenol